C12CNCC(CC1)N2C=2SC=1CN(CCC1N2)C(=O)C=2NC1=CC=CC=C1C2 (2-(3,8-diazabicyclo[3.2.1]octan-8-yl)-6,7-dihydrothiazolo[5,4-c]pyridin-5(4H)-yl)(1H-indol-2-yl)methanone